C(C1=CC=CC=C1)[C@@H]1N=C(OC1)[C@H]([C@H](CC)C)NS(=O)(=O)C1=CC=C(C=C1)C N-((1S,2S)-1-((S)-4-benzyl-4,5-dihydrooxazol-2-yl)-2-methylbutyl)-4-methylbenzenesulfonamide